C(C(C)C)C=1C=CC(=C(C1)N1CCN(CC1)CC=1N=NC(=CC1)OC)C=1N=NNN1 3-[[4-[5-isobutyl-2-(2H-tetrazol-5-yl)-phenyl]piperazin-1-yl]methyl]-6-methoxy-pyridazine